ClC=1C=C(C=C(C1)NS(=O)(=O)C)NC(=O)C1=CC(=CS1)N1[C@@H](CCC1)C(=O)OC methyl (5-((3-chloro-5-(methylsulfonamido)phenyl)carbamoyl)thiophen-3-yl)prolinate